COC=1C=C2C(=NC1)NC(=C2)C(=O)O 5-methoxy-1H-pyrrolo[2,3-b]pyridine-2-carboxylic acid